Cl[Al](C)C chloro(dimethylaluminum)